1-(2-(Dimethylamino)ethyl) 4-(5-((2-hexyldecanoyl)oxy)pentyl) (2S)-2-((((5-((2-hexyldecanoyl)oxy)pentyl)oxy)carbonyl)oxy)succinate C(CCCCC)C(C(=O)OCCCCCOC(=O)O[C@H](C(=O)OCCN(C)C)CC(=O)OCCCCCOC(C(CCCCCCCC)CCCCCC)=O)CCCCCCCC